1-Methyl-3-octadecylimidazolium tris(pentafluoroethyl)trifluorophosphate CCCCCCCCCCCCCCCCCCN1C=C[N+](=C1)C.C(C(F)(F)[P-](C(C(F)(F)F)(F)F)(C(C(F)(F)F)(F)F)(F)(F)F)(F)(F)F